N1(CCCCC1)CCCN(CCC(=O)OCCC#C)CCC(=O)OCCC#C di(but-3-yn-1-yl) 3,3'-((3-(piperidin-1-yl)propyl)azanediyl)dipropionate